5-bromo-2-chloro-N-(3-methanesulfonylphenyl)pyridin-4-amine BrC=1C(=CC(=NC1)Cl)NC1=CC(=CC=C1)S(=O)(=O)C